The molecule is a carboxylic acid anion resulting from the removal of a proton from the carboxy group of 4-oxo-4-(pyridin-3-yl)butanoic acid. The major species at pH 7.3. It is a conjugate base of a 4-oxo-4-(pyridin-3-yl)butanoic acid. C1=CC(=CN=C1)C(=O)CCC(=O)[O-]